2-methyl-5-{2-[(1,2,2,6,6-pentamethylpiperidin-4-yl)amino][1,3]thiazolo[4,5-c]pyridin-6-yl}-2H-indazole-7-carbonitrile CN1N=C2C(=CC(=CC2=C1)C1=CC2=C(C=N1)N=C(S2)NC2CC(N(C(C2)(C)C)C)(C)C)C#N